ClC=1C(=NC=CC1N=S(C)(C)=C=O)SC1=NC=C(N=C1)Cl ((3-chloro-2-((5-chloropyrazin-2-yl)thio)pyridin-4-yl)imino)dimethyl-lambda6-Thioketone